3-[({4-[7-(aminocarbonyl)-2H-indazole-2-yl]phenyl}amino)carbonyl]-2-methyl-1,2,3,4-tetrahydroisoquinolinium NC(=O)C1=CC=CC2=CN(N=C12)C1=CC=C(C=C1)NC(=O)C1[NH+](CC2=CC=CC=C2C1)C